C(#N)CCCSC1CNC(CN1)NC(CC1=CC(=CC=C1)OC(F)(F)F)=O N-(6-(3-cyanopropylthio)piperazin-3-yl)-2-(3-(trifluoromethoxy)phenyl)acetamide